COC1=CC=C(C=C1)C(OC[C@]1(O[C@H](COC1)N1C(NC(C(=C1)C)=O)=O)COC(CCC(=O)O)=O)(C1=CC=CC=C1)C1=CC=C(C=C1)OC 4-[[(2S,6R)-2-[[bis(4-methoxyphenyl)-phenyl-methoxy]methyl]-6-(5-methyl-2,4-dioxo-pyrimidin-1-yl)-1,4-dioxan-2-yl]methoxy]-4-oxo-butanoic acid